6-acetyl-8-cyclopentyl-2-[5-(3,5-dimethyl-piperazine-1-carbonyl)-pyridin-2-ylamino]-5-methyl-8H-pyrido[2,3-d]Pyrimidin-7-one C(C)(=O)C1=C(C2=C(N=C(N=C2)NC2=NC=C(C=C2)C(=O)N2CC(NC(C2)C)C)N(C1=O)C1CCCC1)C